4-hydroxy-3(2H)-furanone OC=1C(COC1)=O